FC1=C(C(=C(C=C1\C=C\C1=C(C=CC=C1)F)O)C(C)C)O (E)-4-fluoro-5-(2-fluorostyryl)-2-isopropylbenzene-1,3-diol